5-(8-(2,2-difluoro-2-(1-methyl-1H-imidazol-2-yl)ethoxy)imidazo[1,2-b]pyridazin-6-yl)pyrimidine-2,4(1H,3H)-dione FC(COC=1C=2N(N=C(C1)C=1C(NC(NC1)=O)=O)C=CN2)(C=2N(C=CN2)C)F